C(#N)C1=C(C=CC=C1NC=1C(=C2N=C(C=NC2=CC1)OC)C#N)NS(=O)(=O)CCC N-(2-cyano-3-(5-cyano-3-methoxyquinoxalin-6-ylamino)phenyl)propane-1-sulfonamide